1-(4-((4-((2',4'-difluoro-4-methoxy-[1,1'-biphenyl]-3-yl)amino)-7-ethoxyquinazolin-6-yl)amino)piperidin-1-yl)prop-2-en-1-one FC1=C(C=CC(=C1)F)C1=CC(=C(C=C1)OC)NC1=NC=NC2=CC(=C(C=C12)NC1CCN(CC1)C(C=C)=O)OCC